(E)-N-(4-(1-(6-(4-(8-(2-(2,6-dioxopiperidin-3-yl)-1-oxoisoindoline-4-yl)oct-7-yn-1-yl)piperazin-1-yl)nicotinoyl)piperidin-4-yl)butyl)-3-(pyridin-3-yl)acrylamide O=C1NC(CCC1N1C(C2=CC=CC(=C2C1)C#CCCCCCCN1CCN(CC1)C1=NC=C(C(=O)N2CCC(CC2)CCCCNC(\C=C\C=2C=NC=CC2)=O)C=C1)=O)=O